1-(4-((3-chloro-1H-pyrrolo[2,3-b]pyridin-4-yl)oxy)-2-fluorophenyl)-3-(4-((3-(dimethylamino)pyrrolidin-1-yl)methyl)-3-(trifluoromethyl)phenyl)urea ClC1=CNC2=NC=CC(=C21)OC2=CC(=C(C=C2)NC(=O)NC2=CC(=C(C=C2)CN2CC(CC2)N(C)C)C(F)(F)F)F